C1CC12NCCN(C2)C=2C1=CN(N=C1C(=CC2)C(=O)NC=2C=C(C=1N(C2)C=C(N1)C)F)CC 4-{4,7-diazaspiro[2.5]octan-7-yl}-2-ethyl-N-{8-fluoro-2-methylimidazo[1,2-a]pyridin-6-yl}indazole-7-carboxamide